2-bromoindolizine-6,8-diol BrC=1C=C2C(=CC(=CN2C1)O)O